tert-butyl (S)-6-(4-(difluoromethyl)-2-(3-(3-fluoro-4-methylphenyl)-3-(1,2,4-thiadiazol-5-yl)pyrrolidine-1-carboxamido)phenoxy)-2-azaspiro[3.3]heptane-2-carboxylate FC(C1=CC(=C(OC2CC3(CN(C3)C(=O)OC(C)(C)C)C2)C=C1)NC(=O)N1C[C@@](CC1)(C1=NC=NS1)C1=CC(=C(C=C1)C)F)F